C1(CC1)C1=C(C=C(C(=C1)CN1CCC2(CN(C(O2)=O)C2=CC=C(C(=O)NCCOCCO)C=C2)CC1)OCC)C1=CC=C(C=C1)F 4-(8-((2-cyclopropyl-5-ethoxy-4'-fluoro-[1,1'-biphenyl]-4-yl)methyl)-2-oxo-1-oxa-3,8-diazaspiro[4.5]decan-3-yl)-N-(2-(2-hydroxyethoxy)ethyl)benzamide